ClC1=CC(=C(COC2=CC=CC(=N2)C2=CC=C(CC3=NC4=C(N3CC=3C=NC=CC3)C=C(C=C4)C(=O)O)C=C2)C=C1)F 2-(4-(6-(4-chloro-2-fluorobenzyloxy)pyridin-2-yl)benzyl)-1-(pyridin-3-ylmethyl)-1H-benzo[d]imidazole-6-carboxylic acid